3-(3-((2-((2-(1-hydroxyethyl)-4-((1R,4R)-5-methyl-2,5-diazabicyclo[2.2.1]heptan-2-yl)phenyl)amino)-5-(trifluoromethyl)pyrimidin-4-yl)amino)propyl)-1,3-oxazinan-2-one OC(C)C1=C(C=CC(=C1)N1[C@H]2CN([C@@H](C1)C2)C)NC2=NC=C(C(=N2)NCCCN2C(OCCC2)=O)C(F)(F)F